2,2,6,6-tetramethylpiperidinylmagnesium chloride CC1(N(C(CCC1)(C)C)[Mg]Cl)C